NC([C@H](C[C@H]1C(NCC1)=O)NC(=O)[C@@H]1[C@H]2C([C@H]2CN1C(CN1CCCCC1)=O)(C)C)=O (1R,2S,5S)-N-[(1S)-2-amino-2-oxo-1-[[(3S)-2-oxopyrrolidin-3-yl]methyl]ethyl]-6,6-dimethyl-3-[2-(1-piperidyl)acetyl]-3-azabicyclo[3.1.0]hexane-2-carboxamide